BrC1=CC=2C=C3N(C2C=C1)CCNC3 8-bromo-1,2,3,4-tetrahydropyrazino-[1,2-a]indole